3-(4-(5-butyl-1-(4'-methoxy-[1,1'-biphenyl]-4-yl)-1H-1,2,4-triazol-3-yl)phenoxy)-N,N-diethylpropan-1-amine C(CCC)C1=NC(=NN1C1=CC=C(C=C1)C1=CC=C(C=C1)OC)C1=CC=C(OCCCN(CC)CC)C=C1